4-(1H-indol-4-yl)pyridine-2,6-diamine N1C=CC2=C(C=CC=C12)C1=CC(=NC(=C1)N)N